C(C)(C)(C)OC(=O)N[C@@H](COC(C(C(=O)O)C)CCCCCC)C 3-[(2R)-2-(tert-butoxycarbonylamino)propoxy]-2-methyl-nonanoic acid